2-[4-[5-Amino-4-cyano-1-(1,1,1-trifluoro-2-methylpropan-2-yl)pyrazol-3-yl]phenyl]-N-[3-(2,2-dimethylpropyl)-1,2-oxazol-5-yl]acetamide NC1=C(C(=NN1C(C(F)(F)F)(C)C)C1=CC=C(C=C1)CC(=O)NC1=CC(=NO1)CC(C)(C)C)C#N